(E)-3-decenal C(C\C=C\CCCCCC)=O